N1=C(C=CC=C1)CNC1=C(C(=O)O)C=CC(=C1)C(=O)O 2-((pyridine-2-ylmethyl)amino)terephthalic acid